BrC=1C=C2C=NC(=NC2=CC1)NC1CCC(CC1)N1C[C@@H](CC1)F 6-bromo-N-((1S,4s)-4-((R)-3-fluoropyrrolidin-1-yl)cyclohexyl)quinazolin-2-amine